FC1=CC(=C(C=C1C1=CC=C(C=C1)N1CCOCC1)NC(=O)C1=CNC(C=C1C(F)(F)F)=O)N1C[C@@H](N([C@@H](C1)C)C)C N-(6-fluoro-4'-morpholino-4-((3S,5R)-3,4,5-trimethylpiperazin-1-yl)-[1,1'-biphenyl]-3-yl)-6-oxo-4-(trifluoromethyl)-1,6-dihydropyridine-3-carboxamide